ClC1=CC=C(C=C1)C=1N=C(N(C1C1=CC(=NC=C1)C(F)F)CC(=O)N1CCC2(CN(C2)C(=O)OC(C)(C)C)CC1)O tert-butyl 7-{2-[4-(4-chlorophenyl)-5-[2-(difluoromethyl)pyridin-4-yl]-2-hydroxy-1H-imidazol-1-yl]acetyl}-2,7-diazaspiro[3.5]nonane-2-carboxylate